C(C)(=O)N1[C@@H](CN(CC1)C(\C=C/Cl)=O)C=1C=C(C=C(C1)Cl)C1=CC(=CC=C1)C(=O)N (R,Z)-3'-(1-acetyl-4-(3-chloroacryloyl)piperazin-2-yl)-5'-chloro-[1,1'-biphenyl]-3-carboxamide